FC1=C(C=C(C=C1)F)CCO 2-(2,5-difluorophenyl)ethanol